bis(biphenyl-4-yl)-carbonate C1(=CC=C(C=C1)OC(OC1=CC=C(C=C1)C1=CC=CC=C1)=O)C1=CC=CC=C1